2-[5-chloro-2-(trifluoromethoxy)pyridin-4-yl]propionic acid ClC=1C(=CC(=NC1)OC(F)(F)F)C(C(=O)O)C